methyl N-[4-(2,4-dihydroxyphenyl)pentanoyl]leucinate OC1=C(C=CC(=C1)O)C(CCC(=O)N[C@@H](CC(C)C)C(=O)OC)C